N-{(2S,3R,4S)-1-(cyclopropanecarbonyl)-4-fluoro-2-[(2-fluoro[1,1'-biphenyl]-3-yl)methyl]pyrrolidin-3-yl}methanesulfonamide C1(CC1)C(=O)N1[C@H]([C@H]([C@H](C1)F)NS(=O)(=O)C)CC=1C(=C(C=CC1)C1=CC=CC=C1)F